N-[3,5-bis(trifluoromethyl)phenyl]-2,2-dimethyl-propanamide FC(C=1C=C(C=C(C1)C(F)(F)F)NC(C(C)(C)C)=O)(F)F